N[C@@H]1C[C@@H](C[C@@H]2CN(C[C@H]12)C1=NN2C(S1)=NC=C2C=2C(=NC(=CC2)C(C)C)OC)O (3aS,5R,7R,7aR)-7-amino-2-(5-(6-isopropyl-2-methoxypyridin-3-yl)imidazo[2,1-b][1,3,4]thiadiazol-2-yl)octahydro-1H-isoindol-5-ol